ClC1=C(C(=O)NCC(N2CCC(CC2)OC2=NC(=NO2)C2=CC=CC=C2)C2=C(N=CS2)C(F)F)C(=CC=C1)F 2-Chloro-N-{2-[4-(difluoromethyl)-1,3-thiazol-5-yl]-2-{4-[(3-phenyl-1,2,4-oxadiazol-5-yl)oxy]piperidin-1-yl}ethyl}-6-fluorobenzamid